acryloxyethyl-trimellitic acid C(C=C)(=O)OCCC1=C(C(C(=O)O)=CC=C1C(=O)O)C(=O)O